ClC=1C=CC(=C(C1)NC(=O)NC1CC2(CN(C2)C(=O)C2=C3N(N=C2)C=CN3C)C1)OC 1-(5-chloro-2-methoxyphenyl)-3-(2-(1-methyl-1H-imidazo[1,2-b]pyrazole-7-carbonyl)-2-azaspiro[3.3]heptan-6-yl)urea